COC(=O)C1=CC2=CC=C(C=C2C=C1)I 6-iodo-2-naphthoic acid methyl ester